4'-(2-methyl-1-oxoisoindolin-5-yl)-1'H-spiro[cyclopropane-1,2'-imidazo[1,2-a]quinoxaline]-7'-carboxylic acid methyl ester COC(=O)C=1C=C2N=C(C=3N(C2=CC1)CC1(N3)CC1)C=1C=C3CN(C(C3=CC1)=O)C